C(C1=CC=CC=C1)OC1=C(C=C(C=C1)[C@H](CBr)O)[N+](=O)[O-] (R)-1-(4-benzyloxy-3-nitrophenyl)-2-bromoethanol